2-(2,6-di((Z)-hexadec-7-en-1-yl)morpholino)ethyl 3-(dimethylamino)propanoate CN(CCC(=O)OCCN1CC(OC(C1)CCCCCC\C=C/CCCCCCCC)CCCCCC\C=C/CCCCCCCC)C